3,4-dihydro-4,5,6-trimethylnaphthalen CC1CC=CC2=CC=C(C(=C12)C)C